N,N-dinonyl-acetamide C(CCCCCCCC)N(C(C)=O)CCCCCCCCC